(S)-3-(4-chloro-3-((2R,3R)-4,4,4-trifluoro-3-methyl-2-(4-methyl-3,4-dihydro-2H-Benzo[b][1,4]oxazin-7-yl)butanamido)phenyl)-3-cyclopropylpropionic acid ClC1=C(C=C(C=C1)[C@@H](CC(=O)O)C1CC1)NC([C@H]([C@H](C(F)(F)F)C)C=1C=CC2=C(OCCN2C)C1)=O